methyl (E)-3-cyclopropyl-3-methoxy-prop-2-enoate C1(CC1)\C(=C/C(=O)OC)\OC